4-{4-[2-(2,6-dioxopiperidin-3-yl)-1,3-dioxo-2,3-dihydro-1H-isoindol-5-yl]-2-methylpiperazine-1-carbonyl}benzoic acid O=C1NC(CCC1N1C(C2=CC=C(C=C2C1=O)N1CC(N(CC1)C(=O)C1=CC=C(C(=O)O)C=C1)C)=O)=O